FC(C1=CC(=C(C=C1)C1=NC=NC2=NC(=C(N=C12)C)C)F)F 4-[4-(difluoromethyl)-2-fluoro-phenyl]6,7-dimethyl-pteridine